4-((4-methylpyrimidin-2-yloxy)phenyl)-3-((trimethylsilyl)ethynyl)-6,7-dihydro-5H-pyrido[3,4-c]pyrimido[5',4':4,5]pyrrolo[1,2-a]azepin-12-amine CC1=NC(=NC=C1)OC1=C(C=CC=C1)C1=C(N=CC=2C=3N(CCCC21)C2=C(C3)C(=NC=N2)N)C#C[Si](C)(C)C